NC1=C(C=2C(=NC=C(C2S1)F)C=1C2=C(C=3C=NC(=NC3C1F)N1CC(C(C1)N(C)C(C)C)O)COC2)C#N 2-Amino-7-fluoro-4-(5-fluoro-3-(3-hydroxy-4-(isopropyl(methyl)amino)pyrrolidin-1-yl)-7,9-dihydrofuro[3,4-f]quinazolin-6-yl)thieno[3,2-c]pyridine-3-carbonitrile